1-(3-chloro-4-(4-fluorobenzyl)-8,8-dimethyl-7,8-dihydro-6H-pyrazolo[1,5-a]pyrrolo[2,3-e]pyridin-6-yl)-2-((2R,5R)-5-methyl-2-(((R)-3-methylmorpholino)methyl)piperazin-1-yl)ethan-1-one ClC=1C=NN2C1C(=CC1=C2C(CN1C(CN1[C@H](CN[C@@H](C1)C)CN1[C@@H](COCC1)C)=O)(C)C)CC1=CC=C(C=C1)F